4-methyl-N-(5-(3-phenethylureido)benzo[d]thiazol-2-yl)benzenesulfonamide CC1=CC=C(C=C1)S(=O)(=O)NC=1SC2=C(N1)C=C(C=C2)NC(=O)NCCC2=CC=CC=C2